2,6-diphenyl-4-(2,4,6-triphenylpyridin-1-ium-1-yl)phenoxide C1(=CC=CC=C1)C1=C([O-])C(=CC(=C1)[N+]1=C(C=C(C=C1C1=CC=CC=C1)C1=CC=CC=C1)C1=CC=CC=C1)C1=CC=CC=C1